N1OCCC2=C1NC(N=C2)=O 3,4-dihydro-8H-pyrimido-[4,5-C][1,2]oxazin-7-one